tert-butyl 5,5-difluoro-6-oxo-2,7-diazaspiro[3.5]nonane-2-carboxylate FC1(C2(CN(C2)C(=O)OC(C)(C)C)CCNC1=O)F